(2R,3S,4S)-2-(4-(difluoromethyl)benzyl)-4-hydroxypyrrolidin-3-yl (isothiazol-4-ylmethyl)carbamate S1N=CC(=C1)CNC(O[C@H]1[C@H](NC[C@@H]1O)CC1=CC=C(C=C1)C(F)F)=O